tert-butyl ({(3S)-1-[4-{[2-(pyridazin-4-yl)-1,3-thiazole-4-carbonyl]amino}-2-(trifluoromethyl)[1,1'-biphenyl]-3-yl]piperidin-3-yl}methyl)carbamate N1=NC=C(C=C1)C=1SC=C(N1)C(=O)NC1=C(C(=C(C=C1)C1=CC=CC=C1)C(F)(F)F)N1C[C@@H](CCC1)CNC(OC(C)(C)C)=O